ClC=1C(=NC=NC1C=1C=NN(C1)C(C)OCC)N 5-chloro-6-(1-(1-ethoxyethyl)-1H-pyrazol-4-yl)pyrimidin-4-amine